2-(2-fluoroprop-2-en-1-yl)-1-(6-(2-hydroxyprop-2-yl)-4-(methoxymethoxy)pyridin-2-yl)-6-(methylmercapto)pyrazolo[3,4-d]pyrimidin-3-one FC(CN1N(C2=NC(=NC=C2C1=O)SC)C1=NC(=CC(=C1)OCOC)C(C)(C)O)=C